4-(4-nitrophenyl)thiophen-3-carboxylic acid [N+](=O)([O-])C1=CC=C(C=C1)C=1C(=CSC1)C(=O)O